C(CCCCCCC)C(CO)CO 2-octyl-1,3-propanediol